(4aR,8aS)-6-(3-(hydroxymethyl)azetidine-1-carbonyl)hexahydro-2H-pyrido[4,3-b][1,4]oxazin-3(4H)-one tert-butyl-3-(hydroxymethyl)azetidine-1-carboxylate C(C)(C)(C)OC(=O)N1CC(C1)CO.OCC1CN(C1)C(=O)N1C[C@@H]2[C@@H](OCC(N2)=O)CC1